(S)-3-((S)-2-(5-(2-chlorophenyl)isoxazole-3-carboxamido)propionamido)-4-oxo-5-(2,3,5,6-tetrafluorophenoxy)pentanoic acid ClC1=C(C=CC=C1)C1=CC(=NO1)C(=O)N[C@H](C(=O)N[C@@H](CC(=O)O)C(COC1=C(C(=CC(=C1F)F)F)F)=O)C